2,2-bis[4-{2-(3-methacryloyloxy-2-hydroxypropoxy)propyl}phenyl]propane C(C(=C)C)(=O)OCC(COC(CC1=CC=C(C=C1)C(C)(C)C1=CC=C(C=C1)CC(C)OCC(COC(C(=C)C)=O)O)C)O